C(#N)[C@H]([C@@H](C)C1=NC=CC=C1)NC([C@H](CC1CC1)NC(=O)C=1NC2=CC=CC=C2C1)=O N-[(1S)-2-[[(1S,2R)-1-cyano-2-(2-pyridyl)propyl]amino]-1-(cyclopropylmethyl)-2-oxo-ethyl]-1H-indole-2-carboxamide